C1(CC1)C1=CC(=C(C(=C1)C)N1N=C2C(N=C(NC2=O)N(C)CCN(C)C)=N1)C 2-(4-cyclopropyl-2,6-dimethylphenyl)-5-((2-(dimethylamino)ethyl)(methyl)amino)-2,6-dihydro-7H-[1,2,3]triazolo[4,5-d]pyrimidin-7-one